N=1C=CN2C1N=CC(=C2)C=2C=CN1N=C(N=C(C12)OC)N[C@H]1[C@@H](CC1)OC 5-(Imidazo[1,2-a]pyrimidin-6-yl)-4-methoxy-N-((1r,2r)-2-methoxycyclobutyl)pyrrolo[2,1-f][1,2,4]triazin-2-amine